C(\C=C/C(=O)O)(=O)O (-)-maleic acid